CCC(C=C[C@@H](C)[C@H]1CC[C@@H]2[C@@]1(CC[C@H]3C2=CCC4[C@@]3(CCCC4)C)C)C(C)CO 24-ethylcholesta-7,22-dienol